[Si](C)(C)(C(C)(C)C)OCC1=C(C=C(C(=C1)F)C1=NN=C(N1)C1CC1)NC(=O)C=1C=NN2C1C=CC(=C2)F N-[2-[[tert-butyl(dimethyl)silyl]oxymethyl]-5-(5-cyclopropyl-4H-1,2,4-triazol-3-yl)-4-fluorophenyl]-6-fluoropyrazolo[1,5-a]pyridine-3-carboxamide